(S)-6-methyl-4-(((trifluoromethyl)sulfonyl)oxy)-3,6-dihydropyridine C[C@H]1C=C(CC=N1)OS(=O)(=O)C(F)(F)F